ClC1=CC=C(C=C1)[C@H](CC(=O)O)N1[C@@](C2=C(C=C(C=C2C1=O)C(=O)C1=NC=CC=C1)F)(OC)C1=CC=C(C=C1)Cl (3S)-3-(4-Chlorophenyl)-3-[(1R)-1-(4-chlorophenyl)-7-fluoro-1-methoxy-3-oxo-5-(pyridine-2-carbonyl)-2,3-dihydro-1H-isoindol-2-yl]propanoic acid